(4-isopropylphenyl)(4'-methylphenyl)iodonium C(C)(C)C1=CC=C(C=C1)[I+]C1=CC=C(C=C1)C